(7-hydroxy-3-(4-(trifluoromethyl)phenyl)quinolin-4-yl)methanone OC1=CC=C2C(=C(C=NC2=C1)C1=CC=C(C=C1)C(F)(F)F)C=O